1-((1-(3-cyclohexylpropionyl)-4-hydroxypiperidin-4-yl)methyl)-N-isopropyl-N-methyl-6-oxo-4-phenyl-1,6-dihydropyridine-3-carboxamide C1(CCCCC1)CCC(=O)N1CCC(CC1)(O)CN1C=C(C(=CC1=O)C1=CC=CC=C1)C(=O)N(C)C(C)C